N-{2-(6,6-dimethyl-4,5,6,7-tetrahydro-1H-indazol-3-yl)-1H-indol-6-yl}-N-methylamine CC1(CCC=2C(=NNC2C1)C=1NC2=CC(=CC=C2C1)NC)C